(S)-2-(4-chloro-1-isopropyl-1H-pyrazol-5-yl)-4-(1-(4-(1-ethyl-4-(trifluoromethyl)-1H-imidazol-2-yl)phenyl)ethyl)-4,5,6,7-tetrahydropyrazolo[1,5-a]pyrimidine ClC=1C=NN(C1C1=NN2C(N(CCC2)[C@@H](C)C2=CC=C(C=C2)C=2N(C=C(N2)C(F)(F)F)CC)=C1)C(C)C